((2R,4S)-2-(azidomethyl)-4-(3-ethoxy-4-methoxyphenyl)pyrrolidin-1-yl)ethanone tert-butyl-N-[[1-(5-bromo-3-fluoro-2-pyridyl)-4-hydroxy-4-piperidyl]methyl]carbamate C(C)(C)(C)OC(NCC1(CCN(CC1)C1=NC=C(C=C1F)Br)O)=O.N(=[N+]=[N-])C[C@@H]1N(C[C@@H](C1)C1=CC(=C(C=C1)OC)OCC)C(C)=O